CC=1C=C(C(=C)C(F)(F)F)C=C(C1)C 3,5-dimethyl-α-trifluoromethylstyrene